molybdenum technetium [Tc].[Mo]